O1C(=CC=C1)C(CCC=O)=O 4-(Furan-2-yl)-4-oxobutanal